O[C@H](C)C=1C=C2C(=NC1)N(C=C2C=2C(=C(C=NC2)C2=CC=C(C=C2)N2C(CCC2)=O)C)C (R)-1-(4-(5-(5-(1-hydroxyethyl)-1-methyl-1H-pyrrolo[2,3-b]pyridin-3-yl)-4-methylpyridin-3-yl)phenyl)pyrrolidin-2-one